6-(2-fluorophenyl)pyridin-3-amine FC1=C(C=CC=C1)C1=CC=C(C=N1)N